C12(CC(C1)C2)NC(O[C@H]2C[C@H](CC2)C2=CC(=NN2COCC[Si](C)(C)C)NC2=C(N=NC=C2)C2CC2)=O (1R,3S)-3-(3-((3-cyclopropylpyridazin-4-yl)amino)-1-((2-(trimethylsilyl)ethoxy)methyl)-1H-pyrazol-5-yl)cyclopentyl bicyclo[1.1.1]pentan-1-ylcarbamate